(4,4-difluoro-1-(7-isopropyl-1,3-dimethyl-2-oxo-2,3-dihydro-1H-benzo[d]imidazol-5-yl)-1,2,3,4-tetrahydroquinolin-6-yl)picolinic acid FC1(CCN(C2=CC=C(C=C12)C=1C(=NC=CC1)C(=O)O)C1=CC2=C(N(C(N2C)=O)C)C(=C1)C(C)C)F